1,3-bis(4-methyl-2,6-bis((R)-1-phenylethyl)phenyl)urea CC1=CC(=C(C(=C1)[C@H](C)C1=CC=CC=C1)NC(=O)NC1=C(C=C(C=C1[C@H](C)C1=CC=CC=C1)C)[C@H](C)C1=CC=CC=C1)[C@H](C)C1=CC=CC=C1